C1(CC1)C=1SC(=C(N1)C1=CC=CC=C1)OC1=CC(=NC=C1)NC1=CC=C(C=C1)NS(=O)(=O)C N-(4-((4-((2-Cyclopropyl-4-phenylthiazol-5-yl)oxy)pyridin-2-yl)amino)phenyl)methanesulfonamide